3,6-diphenyl-phenanthrene-9,10-dione C1(=CC=CC=C1)C=1C=CC=2C(C(C3=CC=C(C=C3C2C1)C1=CC=CC=C1)=O)=O